CC(=O)N[C@@H]1[C@H]([C@@H]([C@H](O[C@H]1O)CO)O[C@H]2[C@@H]([C@H]([C@@H]([C@H](O2)CO)O[C@H]3[C@@H]([C@H]([C@H]([C@H](O3)CO)O)O)O)O)NC(=O)C)O The molecule is an amino disaccharide consisting of a beta-D-galactopyranose residue and two 2-acetamido-2-deoxy-beta-D-glucopyranose residues joined in sequence by (1->4) glycosidic bonds. It is an amino trisaccharide and a member of acetamides. It derives from a N-acetyl-beta-D-glucosaminyl-(1->4)-N-acetyl-beta-D-glucosamine and a N-acetyllactosamine.